F[C@H]1[C@](CC2(OCCO2)CC1)(C)CN |r| Racemic-((7S,8R)-8-fluoro-7-methyl-1,4-dioxaspiro[4.5]decan-7-yl)methylamine